N[C@@H]([C@@H](C)ON1CC2=CC=CC=C2C1)C1=CC=C(C=C1)Cl |r| 2-{[rac-(1R,2R)-1-amino-1-(4-chlorophenyl)propan-2-yl]oxy}-1H-isoindole